5-(5-((R)-1-(3,5-dichloropyridin-4-yl)ethoxy)-1H-indazol-3-yl)-2-((R)-2-(hydroxymethyl)pyrrolidin-1-yl)nicotinonitrile ClC=1C=NC=C(C1[C@@H](C)OC=1C=C2C(=NNC2=CC1)C=1C=NC(=C(C#N)C1)N1[C@H](CCC1)CO)Cl